(3S,4R)-3-fluoro-4-(prop-2-ynyloxy)piperidine-1-carboxylic acid 2-methylpropan-2-yl ester CC(C)(C)OC(=O)N1C[C@@H]([C@@H](CC1)OCC#C)F